1-tetradecadienyl acetate CCCCCCCCCCC=CC=COC(=O)C